6-cyano-(5R)-hydroxy-3-carbonyl-hexanoic acid tert-butyl ester C(C)(C)(C)OC(C(C(CCCC#N)=C=O)O)=O